2-(3-aminobenzyl)-6-((6-methoxypyridin-3-yl)sulfonyl)phthalazin-1(2H)-one NC=1C=C(CN2C(C3=CC=C(C=C3C=N2)S(=O)(=O)C=2C=NC(=CC2)OC)=O)C=CC1